O1CC[C@@H](C2=CC=CC=C12)NC(=O)C=1C=NC2=C(N=CC=C2C1N1CCOCC1)C1=C(C(=CC(=C1)F)F)F N-[(4S)-chroman-4-yl]-8-(2,3,5-trifluorophenyl)-4-(morpholin-4-yl)-1,7-naphthyridine-3-carboxamide